C(#N)[C@H](C[C@H]1C(NCCC1)=O)NC(=O)[C@H]1N([C@H]2CC([C@@H]1CC2)(F)F)C([C@@H](C)NC2=C(C=CC(=C2)F)F)=O (1R,3S,4R)-N-[(1S)-1-cyano-2-[(3S)-2-oxo-3-piperidyl]ethyl]-2-[(2R)-2-(2,5-difluoroanilino)propanoyl]-5,5-difluoro-2-azabicyclo[2.2.2]octane-3-carboxamide